ClC1=NN2C(N=CC(=C2C(=O)NCC(F)C2=C(C=C(C=C2)Cl)Cl)OC2=CC(=CC=C2)C2CC2)=C1 chloro-6-(3-cyclopropylphenoxy)-N-[2-(2,4-dichlorophenyl)-2-fluoro-ethyl]pyrazolo[1,5-a]pyrimidine-7-carboxamide